S-Acetamidomethyl-L-cysteine C(C)(=O)NCSC[C@H](N)C(=O)O